Cl.ClC1=C(C(=O)NC2=C3C=NN(C3=CC=C2)C2=CC(=NC(=C2)C)C)C=C(C=C1)CNC(C(C)(C)C)=O 2-Chloro-5-{[(2,2-dimethylpropanoyl)amino]methyl}-N-[1-(2,6-dimethylpyridin-4-yl)-1H-indazol-4-yl]Benzamide hydrochloride